3,5-dimethyldihydro-2H-pyran-4(3H)-one CC1COCC(C1=O)C